(S)-1-((4'-(((S)-4-((4-(4-aminopyrimidin-2-yl)-1,3-dimethyl-1H-pyrazol-5-yl)oxy)butan-2-yl)amino)-6'-chloro-3-fluoro-[2,3'-bipyridin]-5-yl)methyl)pyrrolidin-3-ol NC1=NC(=NC=C1)C=1C(=NN(C1OCC[C@H](C)NC1=C(C=NC(=C1)Cl)C1=NC=C(C=C1F)CN1C[C@H](CC1)O)C)C